C(C)(C)(C)N(C(O)=O)CC#CC1=CC(=C(C=C1)N(C)C)N.N[C@@H](CON1CC2=CC=CC=C2C1)CC1=C(C=C(C=C1)C)C |r| 2-[rac-2-amino-3-(2,4-dimethylphenyl)propoxy]isoindoline tert-butyl-(3-(3-amino-4-(dimethylamino)phenyl)prop-2-yn-1-yl)carbamate